N1=C(C=CC2=CC=CC=C12)N CHINOLIN-2-AMIN